4-amino-1,2,5-oxadiazole-3-carboxylic acid NC=1C(=NON1)C(=O)O